3,3,4,4,5,5,6,6,7,7,8,8,8-tridecafluorooctyl phosphate P(=O)(OCCC(C(C(C(C(C(F)(F)F)(F)F)(F)F)(F)F)(F)F)(F)F)([O-])[O-]